NCCN(CCN)CCN1CCNCC1 N-(2-aminoethyl)-N-[2-(1-piperazinyl)ethyl]-1,2-ethylenediamine